FC(C=1C=CC(=NC1)[C@@H]1[C@H](C1)C=1C=2N(N=C(C1)C=1C(=NC(=NC1)OC)OC)C=CN2)F 8-((1S,2S)-2-(5-(difluoromethyl)pyridin-2-yl)cyclopropyl)-6-(2,4-dimethoxypyrimidin-5-yl)imidazo[1,2-b]pyridazine